ClC1=C(C=C2C=C(N=CC2=C1)NC(=O)[C@H]1C[C@@]12COCC2)N2CCN(CC2)[C@@]2(COC[C@@H]2O)C (1S,3S)-N-(7-chloro-6-(4-((3R,4R)-4-hydroxy-3-methyltetrahydrofuran-3-yl)piperazin-1-yl)isoquinolin-3-yl)-5-oxaspiro[2.4]heptane-1-carboxamide